ClC1=NC(=C(C(=N1)NC)Cl)Cl 2,5,6-trichloro-N-methylpyrimidin-4-amine